O=C1NC=C(C(N1)=O)C=1C=C(C=2N(N1)C=C(N2)C(=O)N(C)C)[C@@H]2[C@H](C2)C2=CC=C(C=C2)F 6-(2,4-dioxo-1,2,3,4-tetrahydropyrimidin-5-yl)-8-((1S,2S)-2-(4-fluorophenyl)cyclopropyl)-N,N-dimethylimidazo[1,2-b]pyridazine-2-carboxamide